FC1=C(C(=CC=C1)F)C1=CC(=C(N=N1)C(=O)N)NC1=CC=C(C=C1)C(NC1CCNCC1)=O 6-(2,6-difluorophenyl)-4-((4-(piperidin-4-ylcarbamoyl)phenyl)amino)pyridazine-3-carboxamide